(13S,17R)-13-ethyl-17-ethynyl-2,3,8,9,10,11,12,13,14,15,16,17-dodecahydro-1H-cyclopenta[a]phenanthrene-3,17-diyl dibutyrate C(CCC)(=O)OC1CCC2C3CC[C@@]4([C@@](CCC4C3C=CC2=C1)(C#C)OC(CCC)=O)CC